(6S,10R,13S,17R)-17-hydroxy-17-(2-hydroxyacetyl)-6,10,13-trimethyl-6,7,8,10,12,13,14,15,16,17-decahydro-1H-cyclopenta[a]phenanthren-3(2H)-one O[C@@]1(CCC2C3C[C@@H](C4=CC(CC[C@@]4(C3=CC[C@]12C)C)=O)C)C(CO)=O